(R)-5-chloro-6-(4-(4-(dimethylamino)but-1-yn-1-yl)-2,6-difluorophenyl)-N-(3,3-dimethylbutan-2-yl)-[1,2,4]triazolo[1,5-a]pyrimidin-7-amine ClC1=NC=2N(C(=C1C1=C(C=C(C=C1F)C#CCCN(C)C)F)N[C@H](C)C(C)(C)C)N=CN2